C(C1=CC=CC=C1)NC[C@H]1CNC(O1)=O (S)-5-((benzylamino)methyl)oxazolidin-2-one